2-chloro-5-methoxy-N-(5-((5-(2-methoxyprop-2-yl)pyridin-2-yl)methoxy)-1,3,4-thiadiazol-2-yl)-6-methyl-(4,4-bi-pyridine)-3-carboxamide ClC1=NC(=C(C(=C1C(=O)NC=1SC(=NN1)OCC1=NC=C(C=C1)C(C)(C)OC)C1=CC=NC=C1)OC)C